ClC=1C=C(C=CC1)NCC(=O)N 2-((3-chlorophenyl)amino)acetamide